C(C)(C)(C)OC(=O)NC1(C(C1)(C)C)C(=O)O 1-(tert-butoxycarbonylamino)-2,2-dimethyl-cyclopropanecarboxylic acid